ClC=1C=C(C(=NC1)OC)C1=NN(C=C1NC(=O)C=1C=NN2C1N=CC=C2)CC(=O)N2CC(C2)F N-(3-(5-chloro-2-methoxypyridin-3-yl)-1-(2-(3-fluoroazetidin-1-yl)-2-oxoethyl)-1H-pyrazol-4-yl)pyrazolo[1,5-a]pyrimidine-3-carboxamide